FC1=CC=2N(C=C1)C(=CN2)C2=C1CN(C(C1=C(C=C2)NC2=NC=C(C=C2)N2CCC(CC2)OCCO)=O)C(=O)OC(C)(C)C tert-butyl 4-{7-fluoroimidazo[1,2-a]pyridin-3-yl}-7-({5-[4-(2-hydroxyethoxy)piperidin-1-yl]pyridin-2-yl} amino)-1-oxo-3H-isoindole-2-carboxylate